1-[(3R)-3-vinylmorpholin-4-yl]but-3-en-1-one C(=C)[C@H]1N(CCOC1)C(CC=C)=O